N-(4-(3-(1-(7-methoxyquinolin-4-yl)piperazine-4-carbonyl)piperidine-1-carbonyl)phenyl)acetamide COC1=CC=C2C(=CC=NC2=C1)N1CCN(CC1)C(=O)C1CN(CCC1)C(=O)C1=CC=C(C=C1)NC(C)=O